methyl 2,6-dihydroxy-4-methyl-benzoate OC1=C(C(=O)OC)C(=CC(=C1)C)O